C12(CC1)CCN1N=C(C=C12)N spiro[5,6-dihydropyrrolo[1,2-b]pyrazole-4,1'-cyclopropane]-2-amine